FC1=C2CCO[C@@H](C2=CC=C1)[C@@H]1NCC1 (R)-2-((S)-5-fluoroisochroman-1-yl)azetidine